(2-(4-(2-bromo-3-ethyl-1H-indol-5-yl)piperidin-1-yl)ethyl)(methyl)carbamic acid tert-butyl ester C(C)(C)(C)OC(N(C)CCN1CCC(CC1)C=1C=C2C(=C(NC2=CC1)Br)CC)=O